FC1=C(C=C(C=C1O)F)C1CCC2(CN(C2)C(=O)OCCCC)CC1 butyl 7-(2,5-difluoro-3-hydroxyphenyl)-2-azaspiro[3.5]nonane-2-carboxylate